FC1=C(C#N)C=C(C=C1)N1CCN(CC1)C(CCC=1NC(C2=CC(=CC=C2C1)F)=O)=O 2-fluoro-5-(4-(3-(7-fluoro-1-oxo-1,2-dihydroisoquinolin-3-yl)propionyl)piperazin-1-yl)benzonitrile